COC(=O)C1=CC2=C(N=C(S2)N2[C@@H]3C[C@@H]([C@H](C2)C3)OCC=3C(=NOC3C3CC3)C3=C(C=CC=C3Cl)Cl)C(=C1)F 2-[(1S,4S,5S)-5-{[5-cyclopropyl-3-(2,6-dichlorophenyl)-1,2-oxazol-4-yl]methoxy}-2-azabicyclo[2.2.1]heptan-2-yl]-4-fluoro-1,3-benzothiazole-6-carboxylic acid methyl ester